1-{5-[8-chloro-1-(trifluoromethyl)imidazo[1,2-a]1,6-naphthyridin-4-yl]-4-methylpyridin-2-yl}propan-1-one ClC1=NC=C2C=C(C=3N(C2=C1)C(=CN3)C(F)(F)F)C=3C(=CC(=NC3)C(CC)=O)C